COCC(C(O)(O)C1=CC=CC=C1)(C(C)(C)C)C1=CC=CC=C1 METHOXYPHENYL-T-BUTYLPHENYL-PROPANEDIOL